(4-(3,3-difluoropiperidin-1-yl)-2-((1-((dimethyl-amino)methyl)cyclopropyl)methoxy)-5,7-dihydro-6H-pyrrolo[3,4-d]pyrimidin-6-yl)(3-hydroxy-8-iodonaphthalen-1-yl)methanone FC1(CN(CCC1)C=1C2=C(N=C(N1)OCC1(CC1)CN(C)C)CN(C2)C(=O)C2=CC(=CC1=CC=CC(=C21)I)O)F